bis(azetidinyl) (2s,2's,3r,3'r)-bis(3-methylpentanoate) C[C@@H](CC(=O)ON1CCC1)CC.CC(CC(=O)ON1CCC1)CC